(2r,3r,4s,5r)-6-(3-((5-(4-fluorophenyl) thiophen-2-yl) methyl)-4-methylphenyl)-6-oxohexane-1,2,3,4,5-penta-ylpenta-acetate FC1=CC=C(C=C1)C1=CC=C(S1)CC=1C=C(C=CC1C)C([C@@H]([C@H]([C@@H]([C@H](CCC(=O)[O-])CC(=O)[O-])CC(=O)[O-])CC(=O)[O-])CC(=O)[O-])=O